CC1(CCC2(OCCO2)CC1)CNC1(COC1)C(=O)N 3-[(8-methyl-1,4-dioxaspiro[4.5]decan-8-yl)methylamino]oxetane-3-carboxamide